5-(1H-Pyrazol-4-yl)-N-(pyridin-4-yl)-1H-indole-3-carboxamide N1N=CC(=C1)C=1C=C2C(=CNC2=CC1)C(=O)NC1=CC=NC=C1